BrCC1=CC=C(C=C1)S(=O)(=O)NC 4-(bromomethyl)-N-methylbenzenesulfonamide